2-chloro-N-methylquinoline-4-carboxamide ClC1=NC2=CC=CC=C2C(=C1)C(=O)NC